ClC1=C(NC2=CC=CC(=N2)S(=O)(=O)NC(=O)C=2C(=NC=CC2)N2C(CC(C2)C)(C)C)C=C(C=C1)F N-[[6-(2-Chloro-5-fluoroanilino)-2-pyridyl]sulfonyl]-2-(2,2,4-trimethylpyrrolidin-1-yl)pyridin-3-carboxamid